C(C)(C1=C(C(=CC(=C1)C(C)(C)C)C(C)(C)C)O)C1=C(C(=CC(=C1)C(C)(C)C)C(C)(C)C)O 2,2'-Ethylidenebis(4,6-di-t-butylphenol)